(S)-N-(6-methoxychroman-4-yl)-2-(piperazin-1-yl)benzo[d]thiazole-6-carboxamide COC=1C=C2[C@H](CCOC2=CC1)NC(=O)C1=CC2=C(N=C(S2)N2CCNCC2)C=C1